3-hydroxy-2-methyl-5-nitropyridine OC=1C(=NC=C(C1)[N+](=O)[O-])C